NC1=C(C#N)C(=CC(=N1)C=1C=C2[C@H](N(C(C2=CC1)=O)C1C(NC(CC1)=O)=O)C)C 2-Amino-6-((3R)-2-(2,6-dioxopiperidin-3-yl)-3-methyl-1-oxoisoindolin-5-yl)-4-methylnicotinonitril